[Li+].P(=O)([O-])([O-])[O-].[Fe+2].[Ga+3].C(NC(=O)C=1N=NC=CC1)([2H])([2H])[2H].P(=O)([O-])([O-])[O-] N-(methyl-d3)Pyridazine-3-carboxamide gallium iron phosphate lithium